C(C)(C)C=1C(=NNC1C=1C=C(C=2N(C1)N=CN2)OC)C2=NC=C(C=C2)N2CCN(CC2)C(CC)CC 6-(4-isopropyl-3-(5-(4-(pent-3-yl)piperazin-1-yl)pyridin-2-yl)-1H-pyrazol-5-yl)-8-methoxy-[1,2,4]triazolo[1,5-a]pyridine